COC1=C(C=CC(=C1)N1CC2N(CCC2C1)C)N1C=NC(=C1)NC=1N=CC(=NC1)C#N 5-((1-(2-Methoxy-4-(1-methylhexahydropyrrolo[3,4-b]pyrrol-5(1H)-yl)phenyl)-1H-imidazol-4-yl)amino)pyrazine-2-carbonitrile